C[Si](CCOCN1C=NC=C1)(C)C 1-[[2-(trimethylsilyl)ethoxy]methyl]-1H-imidazole